C1(CCCC1)C=1C=NC(=NC1)NC(C1=C(C=CC(=C1)[N+](=O)[O-])SC1=NC=C(C=C1)C(F)(F)F)=O N-(5-cyclopentylpyrimidin-2-yl)-5-nitro-2-{[5-(trifluoromethyl)pyridin-2-yl]sulfanyl}benzamide